N-(3-(2-methoxy-3-(1-((3R,4S)-4-methoxytetrahydrofuran-3-yl)-1H-pyrazol-4-yl)phenyl)-1-methyl-1H-pyrazolo[3,4-c]pyridin-5-yl)cyclopropanecarboxamide COC1=C(C=CC=C1C=1C=NN(C1)[C@@H]1COC[C@H]1OC)C1=NN(C2=CN=C(C=C21)NC(=O)C2CC2)C